C(#N)C1=C(C=CC(=C1)F)C1=C2CN(CC2=CC=C1)C#N 4-(2-cyano-4-fluorophenyl)isoindoline-2-carbonitrile